NCC=1C=C(C=CC1N1[C@@H](CN(CC1)C(C1=C(C=CC=C1)C(F)(F)F)=O)CC)C1=C(C=CC=C1)OCCO 2-{[3'-(aminomethyl)-4'-[(2R)-2-ethyl-4-[2-(trifluoromethyl)benzoyl]piperazin-1-yl]-[1,1'-biphenyl]-2-yl]oxy}ethan-1-ol